1,4-dimethyl-2,5-benzenediboronic acid CC1=C(C=C(C(=C1)B(O)O)C)B(O)O